2-amino-4-((2,5-dimethyl-4,5-dihydro-[1,2,4]triazolo[1,5-a]quinoxalin-6-yl)amino)pyrimidine-5-carboxylic acid NC1=NC=C(C(=N1)NC1=C2N(CC=3N(C2=CC=C1)N=C(N3)C)C)C(=O)O